FC1(CCC(CC1)NC(C(C=1C=NC=C(C1)F)N(C(=O)[C@@H]1NC[C@H](C1)OC(F)F)C1=CC=C(C=C1)S(F)(F)(F)(F)F)=O)F (2R,4S)-N-[2-[(4,4-difluorocyclohexyl)amino]-1-(5-fluoro-3-pyridyl)-2-oxo-ethyl]-4-(difluoromethoxy)-N-[4-(pentafluoro-λ6-sulfanyl)phenyl]pyrrolidine-2-carboxamide